2(S)-amino-4-methylmercaptopentanoic acid N[C@H](C(=O)O)CC(C)SC